3-[4-Chloro-5-methyl-3-(trifluoromethyl)pyrazol-1-yl]-N-(6-formyl-1,3-benzodioxol-5-yl)-N-methyl-benzamide ClC=1C(=NN(C1C)C=1C=C(C(=O)N(C)C2=CC3=C(OCO3)C=C2C=O)C=CC1)C(F)(F)F